ethyl (3S)-3-[(tert-butoxycarbonyl)amino]-3-[4-fluoro-2'-hydroxy-5-methyl-6'-(trifluoromethyl)-[1,1'-biphenyl]-3-yl]propanoate C(C)(C)(C)OC(=O)N[C@@H](CC(=O)OCC)C=1C=C(C=C(C1F)C)C1=C(C=CC=C1C(F)(F)F)O